[Si](C1=CC=CC=C1)(C1=CC=CC=C1)(C(C)(C)C)OC[C@H]1CO[C@@H](CN1C(=O)OC(C)(C)C)C(NC(C)(C)C1=C(C(=CC=C1)Cl)F)=O tert-butyl (2S,5R)-5-(((tert-butyldiphenylsilyl)oxy)methyl)-2-((2-(3-chloro-2-fluorophenyl)propan-2-yl)carbamoyl)morpholine-4-carboxylate